galactose pentaoleate C(CCCCCCC\C=C/CCCCCCCC)(=O)O[C@@H](C=O)[C@@H](OC(CCCCCCC\C=C/CCCCCCCC)=O)[C@@H](OC(CCCCCCC\C=C/CCCCCCCC)=O)[C@H](OC(CCCCCCC\C=C/CCCCCCCC)=O)COC(CCCCCCC\C=C/CCCCCCCC)=O